CS(=O)(=O)OCC1CCN(CC1)C=1N=NC(=CC1)C(NC1CCC(CC1)OC1=CC(=C(C=C1)C#N)Cl)=O (1-(6-(((1r,4r)-4-(3-chloro-4-cyanophenoxy)cyclohexyl)carbamoyl)pyridazin-3-yl)piperidin-4-yl)methyl methanesulfonate